NCC1=CC=C(C=C1)C1CCN(CC1)C(=O)OC(C)(C)C tert-butyl 4-[4-(aminomethyl)phenyl]piperidine-1-carboxylate